C(C)(C)(C)OC(=O)N1C[C@@H]([C@@H](CC1)N(C1=CC=C(C=C1)F)C)C.BrC1N(C(C2=CC=CC=C12)=O)CC(N1[C@@H](CCC1)C(F)(F)F)=O bromo-2-[2-oxo-2-[(2S)-(trifluoromethyl)pyrrolidin-1-yl]ethyl]isoindolin-1-one tert-butyl-(3S,4R)-4-(4-fluoro-N-methyl-anilino)-3-methyl-piperidine-1-carboxylate